N-(2-cyclopropyl-4-iodo-5-methylphenyl)-N-[7-oxo-6-(thian-4-yl)-5H-pyrrolo[3,4-b]pyridin-2-yl]but-2-ynamide C1(CC1)C1=C(C=C(C(=C1)I)C)N(C(C#CC)=O)C1=CC=C2C(=N1)C(N(C2)C2CCSCC2)=O